OCC1=NC=C(C(=C1C)OC)C 2-hydroxymethyl-4-methoxy-3,5-lutidine